N1-((3-((1s,4s)-4-(methoxymethyl)-4-methylcyclohexyl)-6,7-dihydro-4H-pyrazolo[5,1-c]-[1,4]oxazin-2-yl)methyl)-N1,N2-dimethylethane-1,2-diamine COCC1(CCC(CC1)C=1C(=NN2C1COCC2)CN(CCNC)C)C